3-amino-8-(5-methyl-1,2-oxazol-4-yl)-N-propylimidazo[1,2-a]pyridine-2-carboxamide NC1=C(N=C2N1C=CC=C2C=2C=NOC2C)C(=O)NCCC